ClC1=CC(=C2C=NNC2=C1)C1(C[C@H]2C([C@H]2C1)NC(C1=CC(=CC=C1)C#N)=O)O N-((1R,3r,5S,6r)-3-(6-chloro-1H-indazol-4-yl)-3-hydroxybicyclo[3.1.0]hexan-6-yl)-3-cyanobenzamide